decyl (6-(dioctylamino)hexyl) phosphate P(=O)(OCCCCCCCCCC)(OCCCCCCN(CCCCCCCC)CCCCCCCC)[O-]